pentalenemethanol 3-(3-ethyl-4-oxo-spiro[6,8-dihydro-5H-pyrazolo[4,3-c]azepine-7,4'-tetrahydropyran]-1-yl)propyl-3,5-dimethylisoxazole-4-carboxylate C(C)C1=NN(C2=C1C(NCC1(CCOCC1)C2)=O)CCCN2OC(=C(C2C)C(=O)OCC2=CC=C1C=CC=C21)C